BrC1=C(C=C(C=C1OC)OC)C1=NC(=NC(=C1C1=C(C=C(C=C1)F)Cl)C)C 4-(2-bromo-3,5-dimethoxyphenyl)-2,6-dimethyl-5-(2-chloro-4-fluorophenyl)pyrimidine